C(C1=CC=CC=C1)N1N=CC(=C1Cl)C1(CC1)C(=O)N1[C@@H](CCC1)C(=O)OC Methyl (2S)-1-[1-(1-benzyl-5-chloro-pyrazol-4-yl)cyclopropanecarbonyl]pyrrolidine-2-carboxylate